4-(3-((4-chloro-2-fluorobenzyl)oxy)phenyl)-1,2,3,6-tetrahydropyridine hydrochloride Cl.ClC1=CC(=C(COC=2C=C(C=CC2)C=2CCNCC2)C=C1)F